BrC1=CC=CC(=N1)C(COCCOCCNC(OC(C)(C)C)=O)=O tert-butyl (2-(2-(2-(6-bromopyridin-2-yl)-2-oxoethoxy)ethoxy)ethyl)carbamate